BrC1=CC(=C2N=CC=NC2=C1)OCC1=CC=C(C=C1)OC 7-bromo-5-((4-methoxybenzyl)oxy)quinoxaline